Cl.F[C@H]1[C@@H](CNCC1)O (3R,4R)-4-fluoro-piperidin-3-ol hydrochloride